C(C)(CC)C1=CC(=C2C=NC(=NN21)N[C@H]2[C@@H](CN(CC2)S(=O)(=O)C)O)F (3R,4R)-4-((7-(sec-butyl)-5-fluoropyrrolo[2,1-f][1,2,4]triazin-2-yl)amino)-1-(methylsulfonyl)piperidin-3-ol